OC(CCCCCCCCCC(=O)OCCCCCCC)CCCCCCCCCC(=O)OCCCCCCC diheptyl 11-hydroxyhenicosanedioate